N-tetradecyl-2-(3-methoxy-4-(t-butylcarbonyloxy)-phenyl)-3,5,7-tri-(t-butylcarbonyloxy)-quinolin-4-one C(CCCCCCCCCCCCC)N1C(=C(C(C2=C(C=C(C=C12)OC(=O)C(C)(C)C)OC(=O)C(C)(C)C)=O)OC(=O)C(C)(C)C)C1=CC(=C(C=C1)OC(=O)C(C)(C)C)OC